ClC=1C=C2C(=NC(=NC2=C(C1C1=CC(=CC2=CC=CC=C12)O)F)OC[C@H]1N(CCC1)C)N1C[C@]2(CC[C@@](C1)(N2)C)C 4-((R or S)-6-chloro-4-((1R,5S)-1,5-dimethyl-3,8-diazabicyclo[3.2.1]octan-3-yl)-8-fluoro-2-(((S)-1-methylpyrrolidin-2-yl)methoxy)quinazolin-7-yl)naphthalen-2-ol